FC1=C2NC(C=3N(C2=C(C(=C1)C1=C2C=NNC2=CC(=C1)F)C)C(=NN3)C)(C)C 6-Fluoro-8-(6-fluoro-1H-indazol-4-yl)-1,4,4,9-tetramethyl-5H-[1,2,4]triazolo[4,3-a]quinoxaline